carbon silicon-manganese-chromium [Cr].[Mn].[Si].[C]